8,9-DIHYDROIMIDAZOLo[1,2-A]PYRIMIDO[5,4-E]PYRIMIDIN N1=CN=CC=2C=NC=3N(C21)CCN3